2-ethyl-4-phenyl-6-(p-methoxyphenyl)pyridine trifluoro-[[(2-methoxybenzoyl)amino]methyl]borohydride sodium [Na+].F[B-](CNC(C1=C(C=CC=C1)OC)=O)(F)F.C(C)C1=NC(=CC(=C1)C1=CC=CC=C1)C1=CC=C(C=C1)OC